C(C)(C)(C)OC(=O)N1CC2(C1)CN(C2)C2=CC=C1C(=NN(C1=C2)C)N2C(NC(CC2)=O)=O 6-(3-(2,4-dioxotetrahydropyrimidin-1(2H)-yl)-1-methyl-1H-indazol-6-yl)-2,6-diazaspiro[3.3]heptane-2-carboxylic acid tert-butyl ester